3,3-difluorohexahydropyrrolo[3,2-b]pyrrole-1(2H)-carboxylate FC1(C2C(N(C1)C(=O)[O-])CCN2)F